COC1=CC=C(CC2C34C(=CN(C3=CCC2=O)C=C)C=CC=C4)C=C1 1-(4-methoxy-benzyl)-5-vinyl-1H-benzo[c]indol-2-one